CN1CC(CC1)COC(=O)N1CCN(C2=CC=CC=C12)CC1=NC=CC=C1 (1-Methylpyrrolidin-3-yl)methyl-4-(pyridin-2-ylmethyl)-3,4-dihydroquinoxaline-1(2H)-carboxylate